methyl (1S,3R)-1-(4-((11-(((1r,3R,5S)-adamantan-1-yl) amino)-11-oxoundecyl) carbamoyl) phenyl)-2-(2-chloroacetyl)-2,3,4,9-tetrahydro-1H-pyrido[3,4-b]indole-3-carboxylate C12(CC3CC(CC(C1)C3)C2)NC(CCCCCCCCCCNC(=O)C2=CC=C(C=C2)[C@@H]2N([C@H](CC3=C2NC2=CC=CC=C32)C(=O)OC)C(CCl)=O)=O